Cl.COC=1C=2N(C=C(C1)C=1C=NN(C1)C1CCNCC1)N=CC2C#N 4-methoxy-6-(1-(piperidin-4-yl)-1H-pyrazol-4-yl)pyrazolo[1,5-a]pyridine-3-carbonitrile hydrochloride